trisodium dimethylalaninate CN([C@@H](C)C(=O)[O-])C.[Na+].[Na+].[Na+].CN([C@@H](C)C(=O)[O-])C.CN([C@@H](C)C(=O)[O-])C